tetra-hexyloxytitanium C(CCCCC)O[Ti](OCCCCCC)(OCCCCCC)OCCCCCC